FC1=C(N=CC2=C1N=C(N=C2N2CC1CCC(C2)N1C(=O)OC(C)(C)C)CCC12CCCN2CCC1)C1=CC=CC2=CC=CC(=C12)F tert-butyl 3-(8-fluoro-7-(8-fluoronaphthalen-1-yl)-2-(2-(hexahydro-1H-pyrrolizin-7a-yl)ethyl)pyrido[4,3-d]pyrimidin-4-yl)-3,8-diazabicyclo[3.2.1]octane-8-carboxylate